(1R,4R)-4-cyclopropoxycyclohexane-1-amine C1(CC1)OC1CCC(CC1)N